[Ge](Cl)(Cl)(Cl)Cl.[As] arsenic germanium tetrachloride